C(C)N1C(C2=C3C(C(=CC=C13)S(=O)(=O)NC1=CC=CC=C1)=CC=C2)=O 1-ethyl-2-oxo-N-phenyl-1,2-dihydrobenzo[cd]indole-6-sulfonamide